FC1=C(C=C(C=C1)OC)C=1C(=C2N(N1)CCC2)C=2C=CC=1N(C2)C=CN1 6-(2-(2-Fluoro-5-methoxyphenyl)-5,6-dihydro-4H-pyrrolo[1,2-b]pyrazol-3-yl)imidazo[1,2-a]pyridine